Methyl 6-(3-((benzyloxy) methyl)-4-ethyl-5-oxo-4,5-dihydro-1H-1,2,4-triazol-1-yl)-2-chloro-5-fluoronicotinate C(C1=CC=CC=C1)OCC1=NN(C(N1CC)=O)C1=NC(=C(C(=O)OC)C=C1F)Cl